ClC=1N=C(C2=C(N1)C=C(C=N2)C=2CCOCC2)N2CCOCC2 4-[2-chloro-7-(3,6-dihydro-2H-pyran-4-yl)pyrido[3,2-d]pyrimidin-4-yl]morpholine